COC([C@@H](N(CC(=O)OC)C(C[C@H]1N(C(CC1)=O)CC1=C(C(=CC=C1)F)F)=O)C(C)C)=O.BrC=1C(=C(C=CC1)SCC)F (3-bromo-2-fluorophenyl)(ethyl)sulfane Methyl-N-(2-((S)-1-(2,3-difluorobenzyl)-5-oxopyrrolidin-2-yl)acetyl)-N-(2-methoxy-2-oxoethyl)-L-valinate